N1(CCCCC1)C(=O)OCC([C@H](C[C@H]1C(NCC1)=O)NC([C@@H](NC(=O)C=1NC2=CC=CC(=C2C1)OC)CC(C)C)=O)=O (3S)-3-({N-[(4-methoxy-1H-indol-2-yl)carbonyl]-L-leucyl}amino)-2-oxo-4-[(3S)-2-oxopyrrolidin-3-yl]butyl piperidine-1-carboxylate